N1(CCCC1)CC1=CC(=NC=C1)NC=1SC2=C(N1)C=CC(=C2)N2N=CN=C2 N-(4-(pyrrolidin-1-ylmethyl)pyridin-2-yl)-6-(1H-1,2,4-triazol-1-yl)benzo[d]thiazol-2-amine